4-chloro-6-(4-fluoro-1H-pyrazol-1-yl)pyrimidine tert-butyl-(1-((3-bromophenyl)sulfonyl)piperidin-4-yl)carbamate C(C)(C)(C)N(C(O)=O)C1CCN(CC1)S(=O)(=O)C1=CC(=CC=C1)Br.ClC1=NC=NC(=C1)N1N=CC(=C1)F